nickel bis(1-methylheptyl) phosphate P(=O)(OC(CCCCCC)C)(OC(CCCCCC)C)[O-].[Ni+2].CC(CCCCCC)OP(=O)(OC(CCCCCC)C)[O-]